[Si](C1=CC=CC=C1)(C1=CC=CC=C1)(C(C)(C)C)OC[C@@H]1OCC(CN(C1)C(=O)OC(C)(C)C)=O (R)-tert-butyl 2-(((tert-butyldiphenylsilyl)oxy)methyl)-6-oxo-1,4-oxazepane-4-carboxylate